C(C)NC(C(C)C)[Si](OC)(OC)OC N-Ethyl-2-methyl-1-(trimethoxysilyl)-1-propylamine